5-chloro-N2-(pyridin-3-yl)-N4-(o-tolyl)pyrimidine-2,4-diamine ClC=1C(=NC(=NC1)NC=1C=NC=CC1)NC1=C(C=CC=C1)C